ClC1=C(C=CC=C1)NCC(=O)OCC ethyl (2-chlorophenyl)glycinate